COC(C(CC(=O)OC)=C)=O 2-methylenebutanedioic acid dimethyl ester